3-Ethenyl-2,5,8,11,14,17-hexaoxabicyclo[16.4.0]docosa-1(22),18,20-triene C(=C)C1OC2=CC=CC=C2OCCOCCOCCOCCOC1